C1C=C(C2=CC=CC=C12)C1=C(SC=2N3C(COCC21)=NN=C3C)C 3-(1H-inden-3-yl)-2,9-dimethyl-4H,6H-thieno[2,3-e][1,2,4]triazolo[3,4-c][1,4]oxazepine